4-methyl-6-morpholin-4-yl-pyridine-3-carboxylic acid amide CC1=C(C=NC(=C1)N1CCOCC1)C(=O)N